C(#N)C=1C=C(C=CC1OC1=C(C=CC=C1)F)C=1SC=2N=CN=C(C2N1)O 2-[3-cyano-4-(2-fluorophenoxy)phenyl]-7-hydroxythiazolo[5,4-d]pyrimidine